N-(4-(2-((4-(4-((4-(5-((2,6-dioxopiperidin-3-yl)amino)pyridin-2-yl)piperazin-1-yl)methyl)piperidin-1-yl)phenyl)amino)pyrimidin-4-yl)-2-methylbenzyl)-3-isopropoxyazetidine-1-carboxamide O=C1NC(CCC1NC=1C=CC(=NC1)N1CCN(CC1)CC1CCN(CC1)C1=CC=C(C=C1)NC1=NC=CC(=N1)C1=CC(=C(CNC(=O)N2CC(C2)OC(C)C)C=C1)C)=O